N,N-Diethyldodecanamide C(C)N(C(CCCCCCCCCCC)=O)CC